C(#N)[C@@H]1C[C@H](NC1)C(=O)N1CCC2(CN(C2)C2=NC=NC=C2OC2=C(C(=O)N(C(C)C)CC)C=C(C=C2)F)CC1 2-((4-(7-((2s,4r)-4-cyanopyrrolidine-2-carbonyl)-2,7-diazaspiro[3.5]non-2-yl)pyrimidin-5-yl)oxy)-N-ethyl-5-fluoro-N-isopropylbenzamide